[Ce].[Fe].[Co] cobalt iron cerium